1-hydroxycholesterol OC1C[C@@H](CC2=CC[C@H]3[C@@H]4CC[C@H]([C@@H](CCCC(C)C)C)[C@]4(CC[C@@H]3[C@@]12C)C)O